5-methyl-2-((1-methyl-1H-pyrazol-4-yl)amino)pyrimidin CC=1C=NC(=NC1)NC=1C=NN(C1)C